2,5-diamino-6-ribosylamino-4(3H)-pyrimidinone NC1=NC(=C(C(N1)=O)N)NC1[C@H](O)[C@H](O)[C@H](O1)CO